C(C)(=O)N1C(CC[C@@H](C1)OC(C)OCC)(C(=O)OCC)C(=O)OCC diethyl (5S)-1-acetyl-5-(1-ethoxyethyl-oxy)-piperidine-2,2-dicarboxylate